2-(6-(4-(1H-pyrazol-1-yl)phenyl)-4-(4-(methylsulfonyl)piperazine-1-carbonyl)pyridin-2-yl)acetaldehyde N1(N=CC=C1)C1=CC=C(C=C1)C1=CC(=CC(=N1)CC=O)C(=O)N1CCN(CC1)S(=O)(=O)C